(S)-tert-butyl 4-((4-(3,5-dimethylisoxazol-4-yl)-2-(6-oxopiperidine-2-carboxamido)phenyl)amino)piperidine-1-carboxylate CC1=NOC(=C1C1=CC(=C(C=C1)NC1CCN(CC1)C(=O)OC(C)(C)C)NC(=O)[C@H]1NC(CCC1)=O)C